NC(C(C(C[C@H]1C(NCC1)=O)NC([C@H](CC(C)C)NC(\C=C\C1=C(C=C(C=C1)Cl)F)=O)=O)=O)=O (2S)-N-(4-Amino-3,4-dioxo-1-((S)-2-oxopyrrolidin-3-yl)butan-2-yl)-2-((E)-3-(4-chloro-2-fluorophenyl)acrylamido)-4-methylpentanamid